O-(diphenylphosphino)hydroxylamine C1(=CC=CC=C1)P(ON)C1=CC=CC=C1